CN1C(=NN=C1)C1(COC1)C=1C=C(C=CC1)N1C(C2=C(C(=C1)C(F)(F)F)C=C(N2)CN2C[C@H](CCC2)C)=O (S)-6-(3-(3-(4-methyl-4H-1,2,4-triazol-3-yl)oxetan-3-yl)phenyl)-2-((3-methylpiperidin-1-yl)methyl)-4-(trifluoromethyl)-1,6-dihydro-7H-pyrrolo[2,3-c]pyridin-7-one